N1([C@@H]2[C@H](CC1)CNC2)C2=NC=CC(=N2)NC=2C1=C(C(=NC2)C2=C3C(=NC=C2)N(C=C3)C)CNC1=O 7-((2-((3aR,6aR)-hexahydropyrrolo[3,4-b]pyrrol-1(2H)-yl)pyrimidin-4-yl)amino)-4-(1-methyl-1H-pyrrolo[2,3-b]pyridin-4-yl)-2,3-dihydro-1H-pyrrolo[3,4-c]pyridin-1-one